ClC=1C=2N(C(=C(C1)C(C)=O)N1CCS(CC1)(=O)=O)N=CC2F 1-(4-chloro-7-(1,1-dioxidothiomorpholino)-3-fluoropyrazolo[1,5-a]pyridin-6-yl)ethan-1-one